FC1=CC=C2C(=CC=NC2=C1)N1CCN(CC1)C(=O)C1CN(C1)S(=O)(=O)C1=CC(=CC=C1)[N+](=O)[O-] (4-(7-fluoroquinolin-4-yl)piperazin-1-yl)(1-((3-nitrophenyl)sulfonyl)azetidin-3-yl)methanone